FC1(CCN(CCC1)C1=NC2=CC=C(C=C2C=C1B(O)O)F)F [2-(4,4-difluoroazepan-1-yl)-6-fluoro-3-quinolyl]boronic Acid